FC1(CC(C1)NC=1N=CC2=C(N1)NC=C2C=2C=CC1=C(N(N=N1)C)C2)F N-(3,3-difluorocyclobutyl)-5-(1-methyl-1H-benzo[d][1,2,3]triazol-6-yl)-7H-pyrrolo[2,3-d]pyrimidin-2-amine